2-(2,4-Dimethoxybenzyl)-1H,4'H-spiro[isoquinoline-4,1'-naphthalene]-1,3,4'(2H)-trione COC1=C(CN2C(C3=CC=CC=C3C3(C=CC(C4=CC=CC=C34)=O)C2=O)=O)C=CC(=C1)OC